C(CC)NCCCCCC 1-(propylamino)hexane